CN[C@H](C(=O)NCCNC(=O)C1=CNC=C1)C N-[2-[[(2S)-2-(methylamino)propanoyl]amino]ethyl]-1H-pyrrole-3-carboxamide